O=C1N(CCC(N1COCC[Si](C)(C)C)=O)C1=C2C=CN(C2=CC=C1)CC1CCN(CC1)C(=O)OC(C)(C)C tert-butyl 4-((4-(2,4-dioxo-3-((2-(trimethylsilyl)ethoxy)methyl)tetrahydropyrimidin-1(2H)-yl)-1H-indol-1-yl)methyl)piperidine-1-carboxylate